N-(1-cyano-2-naphthyl)acetamide CC(=O)NC1=C(C2=CC=CC=C2C=C1)C#N